(S)-N-(1-(5-(1-benzyl-1H-pyrazol-4-yl)-1-methyl-2-oxo-1,2-dihydro-pyridin-4-yl)pyrrolidin-3-yl)acetamide C(C1=CC=CC=C1)N1N=CC(=C1)C=1C(=CC(N(C1)C)=O)N1C[C@H](CC1)NC(C)=O